S(=O)(=O)(O)O.C([2H])([2H])([2H])N methyl-d3-amine sulfate